((2S)-1-(((2S)-4-(cyclopropylamino)-3-hydroxy-4-oxo-1-((S)-2-oxopyrrolidin-3-yl)butan-2-yl)amino)-1-oxohexan-2-yl)carbamic acid (S)-2-(3-chlorophenyl)-2-methyl-1-phenylpropyl ester ClC=1C=C(C=CC1)C([C@H](C1=CC=CC=C1)OC(N[C@H](C(=O)N[C@@H](C[C@H]1C(NCC1)=O)C(C(=O)NC1CC1)O)CCCC)=O)(C)C